N1N=C(N=C1)C1=CC=C(C=N1)C1=CN=C2C(=N1)N(C(CN2)=O)[C@@H]2CC[C@H](CC2)OC 7-(6-(1H-1,2,4-triazol-3-yl)pyridin-3-yl)-1-(trans-4-methoxycyclohexyl)-3,4-dihydropyrazino[2,3-b]pyrazin-2(1H)-one